7-((5-hydroxy-4-oxo-4H-pyran-2-yl)methoxy)-4-methylcoumarin OC=1C(C=C(OC1)COC1=CC=C2C(=CC(OC2=C1)=O)C)=O